6-(2-chloro-3-bromophenyl)-1,4-benzodioxan ClC1=C(C=CC=C1Br)C1=CC2=C(OCCO2)C=C1